CN1C2=C(OC[C@@H](C1=O)NC(=O)C1=NN=C(N1)C1(CC1)C1=CC=CC=C1)C=CC=C2 (S)-N-(5-methyl-4-oxo-2,3,4,5-tetrahydrobenzo[b][1,4]oxazepin-3-yl)-5-(1-phenylcyclopropyl)-4H-1,2,4-triazole-3-carboxamide